BrC=1C=C(C=O)C=CC1 3-Bromobenzaldehyde